NC=1C=CC(=NC1)C1=C(C=C(C#N)C=C1)OC=1N(N=C(C1)C1CC1)C 4-(5-aminopyridin-2-yl)-3-(5-cyclopropyl-2-methylpyrazol-3-yl)oxybenzonitrile